1-(5-(((1S,2S)-2-(3-(2-chloro-4-fluorophenyl)azetidin-1-yl)cyclopentyl)oxy)-1-oxoisoindolin-2-yl)-3-azabicyclo[3.1.1]heptane-2,4-dione ClC1=C(C=CC(=C1)F)C1CN(C1)[C@@H]1[C@H](CCC1)OC=1C=C2CN(C(C2=CC1)=O)C12C(NC(C(C1)C2)=O)=O